C(C1=CC=CC=C1)C(C(=O)NC=1C=NC2=C(C=CC=C2C1)F)(CC1(CC1)C)C 2-benzyl-N-(8-fluoro-3-quinolinyl)-2-methyl-3-(1-methylcyclopropyl)propanamide